C(C)(=O)C1=NN(C2=CC=C(C=C12)C=1C=NC(=NC1)C)CC(=O)N1[C@@H]2C[C@@]2(C[C@H]1C(=O)NC1=NC(=CC(=C1)OC)Br)C (1R,3S,5R)-2-(2-(3-Acetyl-5-(2-methylpyrimidin-5-yl)-1H-indazol-1-yl)acetyl)-N-(6-bromo-4-methoxypyridin-2-yl)-5-methyl-2-azabicyclo[3.1.0]hexane-3-carboxamide